CC(CC)SSSOSSSC(CC)C methyl-propyl-trithioether